COC=1C=C(N(C)C)C=C(C1\C=C\C1=NC2=CC=CC=C2N=C1)OC (E)-3,5-dimethoxy-N,N-dimethyl-4-(2-(quinoxalin-2-yl)vinyl)aniline